[N+](=O)([O-])C1=CC=C(C=C1)S(=O)(=O)OC=1N=C2C(=NC1)N=C(C=C2)Cl 6-chloropyrido[2,3-b]pyrazin-2-yl 4-nitrobenzenesulfonate